CC=1C(=NNC1C(F)(F)F)C(=O)OCC ethyl 4-methyl-5-(trifluoromethyl)-1H-pyrazole-3-carboxylate